2-[2-hydroxy-3-methyl-5-(8-acryloyloxy-octyl)phenyl]-2H-benzotriazole OC1=C(C=C(C=C1C)CCCCCCCCOC(C=C)=O)N1N=C2C(=N1)C=CC=C2